FC(S(=O)(=O)[O-])(F)F.FC1=CC=C(C=C1)[S+](C1=CC=C(C=C1)O)C1=CC=C(C=C1)F bis(4-fluorophenyl)-4-hydroxyphenyl-sulfonium trifluoromethanesulfonate